COC=1C=C(CN2N=CC3=C(C2=O)N(C2=C3SC(=N2)COCCOCCNC(C#C)=O)C)C=CC1 N-(2-(2-((6-(3-methoxybenzyl)-4-methyl-5-oxo-5,6-dihydro-4H-thiazolo[5',4':4,5]pyrrolo[2,3-d]pyridazin-2-yl)methoxy)ethoxy)ethyl)propiolamide